CN(C[C@H](OC=1N=C(C2=C(N1)CN(CC2)C2=C1C=NN(C1=CC=C2C)C2OCCCC2)N2CC(NCC2)CC#N)C)C 2-[4-[2-[(1R)-2-(dimethylamino)-1-methyl-ethoxy]-7-(5-methyl-1-tetrahydropyran-2-yl-indazol-4-yl)-6,8-dihydro-5H-pyrido[3,4-d]pyrimidin-4-yl]piperazin-2-yl]acetonitrile